tert-butyl 2-(3'-((3-formyl-1,7-naphthyridin-8-yl)amino)-2,2'-dimethyl-[1,1'-biphenyl]-3-yl)-6,7-dihydrothiazolo[5,4-c]pyridine-5(4H)-carboxylate C(=O)C=1C=NC2=C(N=CC=C2C1)NC=1C(=C(C=CC1)C1=C(C(=CC=C1)C=1SC=2CN(CCC2N1)C(=O)OC(C)(C)C)C)C